FC(S(=O)(=O)[O-])(F)F.[Na+] sodium trifluoromethanesulfonate salt